(S)-3-(2-(2-((tert-butoxycarbonyl) amino) thiazol-4-yl)-2-oxoacetamido)-2,2-dimethyl-4-oxoazetidin-1-yl hydrogen sulfate S(=O)(=O)(ON1C([C@@H](C1=O)NC(C(=O)C=1N=C(SC1)NC(=O)OC(C)(C)C)=O)(C)C)O